isobutyl (3-(hydroxyimino) butan-2-yl) phosphonate P(OCC(C)C)(OC(C)C(C)=NO)=O